C12CC(CC(CC1)N2)OC=2C=C1C(=NC=NC1=CC2)NC2=C(C(=C(C=C2)OC2=CC1=C(N(C=N1)C)C=C2)C)F 6-((endo-8-Azabicyclo[3.2.1]octan-3-yl)oxy)-N-(2-fluoro-3-methyl-4-((1-methyl-1H-benzo[d]imidazol-5-yl)oxy)phenyl)quinazolin-4-amine